C(C)(C)C1=C(C=NN1)N1N=C2C(=CC1=O)NN=C2C2=CC=C(C=C2)N2CCN(CC2)C 5-(5-Isopropyl-1H-pyrazol-4-yl)-3-(4-(4-methylpiperazin-1-yl)phenyl)-1H-pyrazolo[4,3-c]pyridazin-6(5H)-on